C(C)C(C(=O)OC1(CC1)C1=C(C=CC=C1)CCO)(CC(F)F)N=C(C1=CC=CC=C1)C1=CC=CC=C1 1-(2-(2-hydroxyethyl)phenyl)cyclopropane-1-ol ethyl-2-((diphenylmethylene)amino)-4,4-difluorobutyrate